2-hydroxy-1-(6-(methyl(7H-pyrrolo[2,3-d]pyrimidin-4-yl)amino)-2-azaspiro[3.3]heptan-2-yl)ethanone OCC(=O)N1CC2(C1)CC(C2)N(C=2C1=C(N=CN2)NC=C1)C